6'-((1,4,10,13-tetraoxa-7,16-diazaoctadecane-7,16-diyl)bis(methylene))dipicolinic acid OCCOCCN(CCOCCOCCN(CC)CC=1C(=NC=CC1)C(=O)O)CC=1C(=NC=CC1)C(=O)O